O1CCOC12CCC(CC2)C2=NC=CC=N2 2-{1,4-dioxaspiro[4.5]decan-8-yl}pyrimidine